C1(=CCC1)B1OC(C(O1)(C)C)(C)C 2-(cyclobut-1-en-1-yl)-4,4,5,5-tetramethyl-1,3,2-dioxaborolane